(1S,3aR,6aS)-2-(9-acetamido-9H-fluorene-9-carbonyl)-N-((R)-4-hydroxy-3-oxo-1-((R)-2-oxopyrrolidin-3-yl)butan-2-yl)octahydrocyclopenta[c]pyrrole-1-carboxamide C(C)(=O)NC1(C2=CC=CC=C2C=2C=CC=CC12)C(=O)N1[C@@H]([C@@H]2[C@H](C1)CCC2)C(=O)N[C@H](C[C@@H]2C(NCC2)=O)C(CO)=O